[(3R,5S)-5-[4-[4-[[3-(2,3-difluoro-4-methoxy-phenyl)imidazo[1,2-a]pyrazin-8-yl]amino]-2-methyl-benzoyl]piperazine-1-carbonyl]pyrrolidin-3-yl] (2S)-2,5-diamino-5-oxo-pentanoate N[C@H](C(=O)O[C@H]1CN[C@@H](C1)C(=O)N1CCN(CC1)C(C1=C(C=C(C=C1)NC=1C=2N(C=CN1)C(=CN2)C2=C(C(=C(C=C2)OC)F)F)C)=O)CCC(=O)N